2-chloro-N-[(3S)-1-[(2S,4R)-4-hydroxypyrrolidine-2-carbonyl]pyrrolidin-3-yl]-4-[[3-[3-(trifluoromethyl)-1H-pyrazol-4-yl]imidazo[1,2-a]pyrazin-8-yl]amino]benzamide ClC1=C(C(=O)N[C@@H]2CN(CC2)C(=O)[C@H]2NC[C@@H](C2)O)C=CC(=C1)NC=1C=2N(C=CN1)C(=CN2)C=2C(=NNC2)C(F)(F)F